(1R,2S)-2-(3-{[5-Chloro-6-(morpholin-4-yl)pyrimidin-4-yl]amino}-1H-indazol-6-yl)-5'-methoxyspiro[cyclopropane-1,3'-indol]-2'(1'H)-one ClC=1C(=NC=NC1N1CCOCC1)NC1=NNC2=CC(=CC=C12)[C@@H]1C[C@@]12C(NC1=CC=C(C=C21)OC)=O